4-(4-(((3-aminooxetane-3-yl)methyl)amino)-6-methylquinazolin-2-yl)-1-(cyclopropylimino)-2,3,4,5-tetrahydro-1H-1λ4-benzo[f][1,4]thiazepine NC1(COC1)CNC1=NC(=NC2=CC=C(C=C12)C)N1CCS(C2=C(C1)C=CC=C2)=NC2CC2